2-(8-azadispiro[2.1.55.13]undecane-8-yl)-4-iodobenzoic acid C1CC12CC1(CCN(CC1)C1=C(C(=O)O)C=CC(=C1)I)C2